bis(4-(di-n-propylamino)phenyl)methane C(CC)N(C1=CC=C(C=C1)CC1=CC=C(C=C1)N(CCC)CCC)CCC